COC(C(C(=O)OCC)N1[SiH2]CCC1)C 2-methoxy-2-methyl-1-(2-ethoxycarbonyl)ethyl-1-aza-2-silacyclopentane